COC=1SC2=C(C=NC=C2N2CCN(CC2)C)N1 methoxy-7-(4-methyl-piperazin-1-yl)-thiazolo[4,5-c]pyridin